2-(aminooxy)ethyl α-D-mannopyranoside O([C@@H]1[C@@H](O)[C@@H](O)[C@H](O)[C@H](O1)CO)CCON